3-(1,4-bis(tert-butoxycarbonyl)piperazin-2-yl)-4-bromobenzoic acid C(C)(C)(C)OC(=O)N1C(CN(CC1)C(=O)OC(C)(C)C)C=1C=C(C(=O)O)C=CC1Br